5-morpholinothiazolo[5,4-b]pyridin-2-amine O1CCN(CC1)C1=CC=C2C(=N1)SC(=N2)N